N-((1S)-1-(2,4-dioxooxazolidin-5-yl)-2-(1H-indol-3-yl)ethyl)pentanamide O=C1OC(C(N1)=O)[C@H](CC1=CNC2=CC=CC=C12)NC(CCCC)=O